tert-Butyl 6-fluoro-3-(2-cyanopropan-2-yl)-1H-pyrrolo[3,2-b]pyridine-1-carboxylate FC=1C=C2C(=NC1)C(=CN2C(=O)OC(C)(C)C)C(C)(C)C#N